tert-butyl (S)-4-(7-chloro-8-fluoro-2-((1-methylpyrrolidin-2-yl)methoxy)pyrido[4,3-d]pyrimidin-4-yl)piperazine-1-carboxylate ClC1=C(C=2N=C(N=C(C2C=N1)N1CCN(CC1)C(=O)OC(C)(C)C)OC[C@H]1N(CCC1)C)F